2-(4-chlorophenylamino)-4-(4-tert-butylaminopiperidin-1-yl)-quinoline hydrochloride salt Cl.ClC1=CC=C(C=C1)NC1=NC2=CC=CC=C2C(=C1)N1CCC(CC1)NC(C)(C)C